C(C)N1N=C(C=C1C(=O)NC1=NC2=C(N1C)C=CC(=C2)C(=O)N)C 2-[(2-ethyl-5-methyl-pyrazole-3-carbonyl)amino]-1-methyl-benzimidazole-5-carboxamide